3-acetyl-5-(phenylmethyloxy)pyridine-2-carboxylic acid methyl ester COC(=O)C1=NC=C(C=C1C(C)=O)OCC1=CC=CC=C1